FN1C(C2(C3=CC(=CC=C13)C=1NCC(CC1)C)CCC2)=O Fluoro-5'-(5-methyl-1,4,5,6-tetrahydropyridin-2-yl)spiro[cyclobutane-1,3'-indoline]-2'-one